C(C)(C)(C)OC(=O)N1CC(OCC1)COC1=C(N=NC(=C1)Cl)Cl.COC1=C(C=CC=C1)C1=CC(=NN1)CNC(C1=C(C=CC=C1)N1CCCCC1)=O N-((5-(2-methoxyphenyl)-1H-pyrazol-3-yl)methyl)-2-(piperidin-1-yl)benzamide tert-butyl-2-((3,6-dichloropyridazin-4-yloxy)methyl)morpholine-4-carboxylate